C(C1=CC=CC=C1)OC1=C(C=O)C=CC(=C1)C 2-(benzyloxy)-4-methylbenzaldehyde